FC(C=1N(C(=NN1)CNC=1C=NC(=CC1)OC)C)F N-((5-(difluoromethyl)-4-methyl-4H-1,2,4-triazol-3-yl)methyl)-6-methoxypyridin-3-amine